7-NITRO-8-HYDROXYQUINOLINE [N+](=O)([O-])C1=CC=C2C=CC=NC2=C1O